COC1=CC=C(C=C1)C1=NC2=CC=CC=C2C(=C1)NCCCOS(=O)(=O)C1=CC=C(C=C1)C 3-(2-(4-methoxyphenyl)quinolin-4-ylamino)propyl-4-methylbenzenesulfonate